7-methyl-6-nitro-2,3-dihydrobenzo[4,5]imidazo[2,1-b]thiazole CC=1C(=CC2=C(N=C3SCCN32)C1)[N+](=O)[O-]